FC=1C=C(C=C(C1C(C)C)F)[C@@H](NC(=O)C1NCC(C1)F)C1=CC=CC=C1 N-((S)-(3,5-difluoro-4-isopropylphenyl)(phenyl)methyl)-4-fluoropyrrolidine-2-carboxamide